trans-4-(2-((R)-4-(2,3-dichloro-5-methylphenyl)-3-methylpiperazin-1-yl)ethyl)cyclohexan-1-amine ClC1=C(C=C(C=C1Cl)C)N1[C@@H](CN(CC1)CC[C@@H]1CC[C@H](CC1)N)C